1,3-dimethyl-5-(6-phenylhexa-1,3,5-trien-1-yl)benzene CC1=CC(=CC(=C1)C=CC=CC=CC1=CC=CC=C1)C